3-[4-(2-methoxypyrimidine-5-sulfonyl)phenyl]-1-(pyridin-3-ylmethyl)urea COC1=NC=C(C=N1)S(=O)(=O)C1=CC=C(C=C1)NC(NCC=1C=NC=CC1)=O